6,7-dihydro-5H-pyrrolo[1,2-a]imidazole N1=C2N(C=C1)CCC2